C(C1=CC=CC=C1)NC(=O)N[C@@H]1CC[C@H](CC1)CC(C)N1CCN(CC1)C1=C(C(=CC=C1)Cl)Cl 1-benzyl-3-(trans-4-(2-(4-(2,3-dichlorophenyl)piperazin-1-yl)propyl)cyclohexyl)urea